(S)-(4-bromo-5-chloro-6-fluoro-2-phenyl-2,3-dihydrobenzofuran-2-yl)methanol BrC1=C(C(=CC2=C1C[C@](O2)(C2=CC=CC=C2)CO)F)Cl